5-benzylsulfanylbenzo[b]thiophene-2-carboxylic acid methyl ester COC(=O)C1=CC2=C(S1)C=CC(=C2)SCC2=CC=CC=C2